2-(2-(cyclopropanesulfonamido)pyrimidin-4-yl)-2-methyl-N-(2-methyl-4-(6-(trifluoromethyl)pyrazin-2-yl)phenyl)propanamide C1(CC1)S(=O)(=O)NC1=NC=CC(=N1)C(C(=O)NC1=C(C=C(C=C1)C1=NC(=CN=C1)C(F)(F)F)C)(C)C